N1C[C@H](CCC1)N1N=CC(=C1)C=1C=C(C=2N(C1)N=CC2C#N)SC=2C=NC=CC2 6-[1-[(3S)-3-Piperidyl]pyrazol-4-yl]-4-(3-pyridylsulfanyl)pyrazolo[1,5-a]pyridine-3-carbonitrile